5-(4-bromophenyl)-7-oxo-4,7-dihydropyrazolo[1,5-a]pyrimidine-3-carboxylic acid ethyl ester C(C)OC(=O)C=1C=NN2C1NC(=CC2=O)C2=CC=C(C=C2)Br